C(CCC)NNC(C1=CC(=C(C=C1)CC1=CNC2=CC=C(C=C12)[N+](=O)[O-])OC)=O N'-butyl-3-methoxy-4-((5-nitro-1H-indol-3-yl)methyl)benzoyl-hydrazine